2-bromo-3-chloro-6-methyl-5H,6H,7H-pyrazolo[1,5-a]pyrazin-4-one BrC1=NN2C(C(NC(C2)C)=O)=C1Cl